5-(4-(2-azabicyclo[2.1.1]hexan-2-yl)-6,6-dimethyl-8,9-dihydro-6H-[1,4]oxazino[4,3-e]purin-2-yl)-3-methyl-pyridin-2-amine C12N(CC(C1)C2)C=2C=1N=C3N(C1N=C(N2)C=2C=C(C(=NC2)N)C)CCOC3(C)C